[6-(2-chloro-5-fluorophenyl)-3-(fluoromethyl)-2-methyl-8-oxo-7,8-dihydro-6H-pyrrolo[4,3-g]indazol-5-yl]-5-fluoro-3-(trifluoromethyl)benzamide ClC1=C(C=C(C=C1)F)C1NC(C2=C1C(=CC1=C(N(N=C21)C)CF)C2=C(C(=O)N)C=C(C=C2C(F)(F)F)F)=O